ClC1=NC=NC2=C1N=CC2 4-Chloro-7H-pyrrolo[2,3]Pyrimidine